6-((4-methoxyphenyl)sulfonyl)-2-phenethyl-phthalazin-1(2H)-one COC1=CC=C(C=C1)S(=O)(=O)C=1C=C2C=NN(C(C2=CC1)=O)CCC1=CC=CC=C1